NC(CCCCB(O)O)(CCCN1CCN(CC1)CC1=CC(=C(C=C1)Cl)Cl)C(=O)OCCN1CCCCC1 5-amino-8-(4-(3,4-dichlorobenzyl)piperazin-1-yl)-5-((2-(piperidin-1-yl)ethoxy)carbonyl)octylboronic acid